C(C1=CC=CC=C1)OC(NC1=CC=C(C=C1)CC1CCNCC1)=O [4-(4-piperidinylmethyl)phenyl]carbamic acid benzyl ester